C1(=CCCC1)B(O)O (1-cyclopenten-1-yl)boranediol